4-({[(9H-fluoren-9-yl)methoxy]Carbonyl}amino)piperidine-1-carboxylic acid tert-butyl ester C(C)(C)(C)OC(=O)N1CCC(CC1)NC(=O)OCC1C2=CC=CC=C2C=2C=CC=CC12